C(C)(C)(C)C1=CC=C(C=C1)S(=O)(=O)OC1=C(C=CC=C1)NC(=O)NC1=CC(=CC=C1)OS(=O)(=O)C1=CC=C(C=C1)C(C)(C)C N-[2-(p-tert-butylphenylsulphonyloxy)phenyl]-N'-[3-(p-tert-butylphenylsulphonyloxy)phenyl]urea